N-((S)-1-(3-(3-Chloro-4-cyanophenyl)-1H-pyrazol-1-yl)propan-2-yl)-5-((R)-1-hydroxyethyl)-1H-pyrazol-3-carboxamid ClC=1C=C(C=CC1C#N)C1=NN(C=C1)C[C@H](C)NC(=O)C1=NNC(=C1)[C@@H](C)O